C1C(CCC1)C(=O)OC(=O)C1CCCC1 2-cyclopentanecarboxylic anhydride